2,3,4,5-tetrakis(3-(tert-butyl)-9H-carbazol-9-yl)-6-(6-methylpyridin-2-yl)benzonitrile C(C)(C)(C)C=1C=CC=2N(C3=CC=CC=C3C2C1)C1=C(C#N)C(=C(C(=C1N1C2=CC=CC=C2C=2C=C(C=CC12)C(C)(C)C)N1C2=CC=CC=C2C=2C=C(C=CC12)C(C)(C)C)N1C2=CC=CC=C2C=2C=C(C=CC12)C(C)(C)C)C1=NC(=CC=C1)C